CN1C=NC(=C1)N 1-methyl-1H-imidazol-4-amine